(R)-2-amino-5-(4-fluorophenyl)-4-oxo-4,5-dihydrofuran-3-yl-5-d phenylmethanesulfonate C1(=CC=CC=C1)CS(=O)(=O)OC1=C(O[C@](C1=O)([2H])C1=CC=C(C=C1)F)N